BrC1=C(C=NN1C)O[Si](C)(C)C(C)(C)C 5-bromo-4-((tert-butyldimethylsilyl)oxy)-1-methyl-1H-pyrazole